4-benzyl-6-chloro-3-[(E)-3-(2-chlorophenyl)prop-2-enoyl]-1H-quinolin-2-one C(C1=CC=CC=C1)C1=C(C(NC2=CC=C(C=C12)Cl)=O)C(\C=C\C1=C(C=CC=C1)Cl)=O